3-{[(1R,2R)-2-hydroxycyclohexyl]amino}-6,7-dihydropyrano[3,4-c]pyrrole-1(4H)-one O[C@H]1[C@@H](CCCC1)NC1=NC(C2=C1COCC2)=O